C(C)(C)(C)C=1C=C(C=CC(=O)OCCCCCCCCCCCCCCCCCC)C=C(C1O)C(C)(C)C octadecyl 3,5-di-t-butyl-4-hydroxycinnamate